N-(Cycloheptylmethyl)-2-[(3-hydroxyphenyl)methyl]-1H-benzimidazole C1(CCCCCC1)CN1C(=NC2=C1C=CC=C2)CC2=CC(=CC=C2)O